BrC1=C(C=CC(=C1)C)S[C@@H]1[C@H](CCC1)C(=O)OC |r| Methyl (1RS,2SR)-2-((2-bromo-4-methylphenyl)thio)cyclopentane-1-carboxylate